C1(CC1)C1=C(C(=NO1)C1=C(C=CC=C1)C(F)(F)F)COC12CCC(CC1)(CC2)COC=2C=C(C(=NC2)C(=O)O)OCC 5-((4-((5-cyclopropyl-3-(2-(trifluoromethyl)phenyl)isoxazol-4-yl)methoxy)bicyclo[2.2.2]octan-1-yl)methoxy)-3-ethoxypicolinic acid